2-[(E)-2-[4-(trifluoromethyl)phenyl]ethyl]-1,3-oxazole FC(C1=CC=C(C=C1)CCC=1OC=CN1)(F)F